COC=1C=C2C(=NC=NC2=CC1OC)OC1=CC=C(C=C1)S(=O)(C)=N (4-((6,7-dimethoxyquinazolin-4-yl)oxy)phenyl)(imino)(methyl)-λ6-sulfanone